(R)-2-chloro-7-methyl-9-(tetrahydrofuran-3-yl)-7,9-dihydro-8H-purin-8-one ClC1=NC=C2N(C(N(C2=N1)[C@H]1COCC1)=O)C